1H-pyrazol-3-yl-thiazole N1N=C(C=C1)C=1SC=CN1